5-Chloro-N-(3-(2-(ethylamino)-[1,2,4]triazolo[4',3':1,6]pyrido[2,3-d]pyrimidin-6-yl)-2,4-difluorophenyl)-2-methoxypyridine-3-sulfonamide ClC=1C=C(C(=NC1)OC)S(=O)(=O)NC1=C(C(=C(C=C1)F)C1=CC2=C(N=C(N=C2)NCC)N2C1=NN=C2)F